4-(2-naphthyl)-1,3-dithiole-2-thione C1=C(C=CC2=CC=CC=C12)C=1SC(SC1)=S